ClC1=CC=C(CNC(C(C=2C=NC=CC2)N2CCN(CC2)C)=O)C=C1 N-(4-chlorobenzyl)-2-(4-methylpiperazin-1-yl)-2-(pyridin-3-yl)acetamide